NC1=NC=CC2=CC=C(C=C12)C1=CC=C2CC[C@H](C2=C1)OC1=C(C=CC(=C1)C#N)CC(=O)OCC (R)-ethyl 2-(2-((6-(1-aminoisoquinolin-7-yl)-2,3-dihydro-1H-inden-1-yl)oxy)-4-cyanophenyl)acetate